succinimidyl 3-[bromoacetamido]propionate BrCC(=O)NCCC(=O)ON1C(CCC1=O)=O